2-cyano-N-(5-phenylthiazol-2-yl)-2-azabicyclo[3.1.0]hexane-4-carboxamide C(#N)N1C2CC2C(C1)C(=O)NC=1SC(=CN1)C1=CC=CC=C1